N-(4-(4-(3-oxa-8-azabicyclo[3.2.1]octan-8-yl)-7-((2-(trimethylsilyl)ethoxy)methyl)-7H-pyrrolo[2,3-d]pyrimidin-6-yl)phenyl)piperidine-4-carboxamide C12COCC(CC1)N2C=2C1=C(N=CN2)N(C(=C1)C1=CC=C(C=C1)NC(=O)C1CCNCC1)COCC[Si](C)(C)C